1-[5-(ethylsulfonylimino)-6-[5-methoxy-3-methyl-4-oxo-6-(trifluoromethyl)imidazo[4,5-c]pyridin-2-yl]-3-pyridinyl]cyclopropanecarbonitrile C(C)S(=O)(=O)N=C1CC(=CN=C1C1=NC2=C(C(N(C(=C2)C(F)(F)F)OC)=O)N1C)C1(CC1)C#N